9-methyl-pentadecanol CC(CCCCCCCCO)CCCCCC